CC1=C(N(N=C1C1=CC=NC=C1)CC#N)C(=O)O.N[C@@H](CSC[C@H](N)C(=O)O)C(=O)O lanthioninE methyl-2-(cyanomethyl)-5-(pyridin-4-yl)pyrazole-3-carboxylate